FC(CC=1C=C2C(=NC=NC2=CC1)N1CC2(C1)CCN(CC2)CC2=CC=C(C=C2)NCC2CCC(CC2)NS(=O)(=O)CC)(F)F N-((1R,4R)-4-(((4-((2-(6-(2,2,2-trifluoroethyl)quinazolin-4-yl)-2,7-diazaspiro[3.5]nonan-7-yl)methyl)phenyl)amino)methyl)cyclohexyl)ethanesulfonamide